bis[2-[(2-methyl-1-oxoallyl) oxy] ethyl] dihydrobenzene-1,2,4,5-tetracarboxylate C1(C(C=C(C(=C1)C(=O)[O-])C(=O)[O-])C(=O)OCCOC(C(=C)C)=O)C(=O)OCCOC(C(=C)C)=O